(R)-4-(2-bromo-1-(2-methoxyphenyl)ethoxy)tetrahydro-2H-pyran BrC[C@H](OC1CCOCC1)C1=C(C=CC=C1)OC